N'-acetyl-4-amino-N',1-dimethyl-N-((9-methyl-9H-carbazol-3-yl)methyl)-1H-pyrazolo[4,3-c]quinoline-8-carbohydrazide C(C)(=O)N(N(C(=O)C1=CC=2C3=C(C(=NC2C=C1)N)C=NN3C)CC=3C=CC=1N(C2=CC=CC=C2C1C3)C)C